(Z)-1-(((1r,4r)-4-aminocyclohexyl)methyl)-3-((3,5-dimethyl-1H-pyrrol-2-yl)methylene)-6-(1,2,4-oxadiazol-3-yl)indol-2-one hydrochloride Cl.NC1CCC(CC1)CN1C(\C(\C2=CC=C(C=C12)C1=NOC=N1)=C/C=1NC(=CC1C)C)=O